Cl.NC[C@]1(C(NC(N1)=O)=O)C1=CC=NN1C1CC1 |r| rac-5-(aminomethyl)-5-(1-cyclopropyl-1H-pyrazol-5-yl)imidazolidine-2,4-dione hydrochloride